C(OC(C)(C)C)(OC1(C(N(C2=CC=C(C=C12)C)CCCC)=O)C(=C)C#N)=O tert-butyl (1-butyl-3-(1-cyanovinyl)-5-methyl-2-oxoindolin-3-yl) carbonate